4-[7-(4-chloro-phenyl)-4-cyano-3-hydroxy-quinolin-2-yl]-4-oxo-butyric acid ethyl ester C(C)OC(CCC(=O)C1=NC2=CC(=CC=C2C(=C1O)C#N)C1=CC=C(C=C1)Cl)=O